titanium (iv) tetraethoxide [O-]CC.[O-]CC.[O-]CC.[O-]CC.[Ti+4]